(+/-)-4-[1-[(tert-butoxy)carbonyl]piperidin-4-yl]-1-[(4-methoxyphenyl)methyl]-2-methylpiperidine-3-carboxylic acid ethyl ester C(C)OC(=O)C1C(N(CCC1C1CCN(CC1)C(=O)OC(C)(C)C)CC1=CC=C(C=C1)OC)C